6-(2-(2-((2-(2,6-Dioxopiperidin-3-yl)-1,3-dioxoisoindolin-5-yl)amino)acetamido)acetamido)-4-((2-methoxy-3-(1-methyl-1H-1,2,4-triazol-3-yl)phenyl)amino)-N-methylpyridazine-3-carboxamide O=C1NC(CCC1N1C(C2=CC=C(C=C2C1=O)NCC(=O)NCC(=O)NC1=CC(=C(N=N1)C(=O)NC)NC1=C(C(=CC=C1)C1=NN(C=N1)C)OC)=O)=O